3-Methyl-N-((3-methylpyrazine-2-yl)methyl)-1,2,4-thiadiazole-5-carboxamide CC1=NSC(=N1)C(=O)NCC1=NC=CN=C1C